5-(5-(2-(1-methylazetidin-3-yloxy)phenyl)isoxazol-3-ylamino)pyrazine-2-carbonitrile CN1CC(C1)OC1=C(C=CC=C1)C1=CC(=NO1)NC=1N=CC(=NC1)C#N